2-[[6-[5-chloro-3-[1-(5,8-dioxaspiro[3.4]octan-2-yl)pyrazol-4-yl]quinoxalin-6-yl]oxy-2-methyl-benzimidazol-1-yl]methoxy]ethyl-trimethyl-silane ClC1=C2N=C(C=NC2=CC=C1OC=1C=CC2=C(N(C(=N2)C)COCC[Si](C)(C)C)C1)C=1C=NN(C1)C1CC2(C1)OCCO2